methyl (4-(2-(1-(6-(aminomethyl)-5-cyclopropyl-1-oxo-3,4-dihydroisoquinolin-2(1H)-yl)-2-phenylethyl)-1H-imidazol-5-yl)phenyl)carbamate 2,2,2-trifluoroacetate FC(C(=O)O)(F)F.NCC=1C(=C2CCN(C(C2=CC1)=O)C(CC1=CC=CC=C1)C=1NC(=CN1)C1=CC=C(C=C1)NC(OC)=O)C1CC1